4-[(6,7-dimethoxy-1,5-naphthyridin-4-yl)oxy]-3,5-difluoroaniline COC=1N=C2C(=CC=NC2=CC1OC)OC1=C(C=C(N)C=C1F)F